1-(tert-butyl)-N-((3-(8-(((3S,4R)-3-fluoro-1-methylpiperidin-4-yl)amino)-3-((S)-oxiran-2-yl)imidazo[1,2-a]pyridin-2-yl)-1,2,4-oxadiazol-5-yl)methyl)-1H-pyrrole-3-carboxamide C(C)(C)(C)N1C=C(C=C1)C(=O)NCC1=NC(=NO1)C=1N=C2N(C=CC=C2N[C@H]2[C@H](CN(CC2)C)F)C1[C@@H]1OC1